OC1=CC=C(OC=2C=C(C=CC=3C=C(C(=C(C3)O)O)O)C=C(C2)OC2=CC=C(C=C2)O)C=C1 5-(3,5-bis(4-hydroxyphenoxy)styryl)benzene-1,2,3-triol